CC1=NC(=NC2=CC=CC=C12)NC(=N)NCCC=1C=NC=CC1 1-(4-Methylquinazolin-2-yl)-3-(2-(pyridin-3-yl)ethyl)guanidine